S1C2=C(C=C1)C(=CC=C2)N2CCN(CC2)CCCCOC2=CC=C1C=CC(N(C1=C2)C(=O)OCCC)=O propyl 7-(4-(4-(benzo[b]thiophen-4-yl)piperazin-1-yl)butoxy)-2-oxoquinoline-1(2H)-carboxylate